(S)-3-((tert-butoxycarbonyl)amino)-3-phenylpropanoic acid C(C)(C)(C)OC(=O)N[C@@H](CC(=O)O)C1=CC=CC=C1